ClC=1C(=NN(C1NC(=O)N[C@@H]1CN(C[C@H]1C1=CC=C(C=C1)F)CCOC)C1=CC=CC=C1)OCC(C)(C)O 1-(4-chloro-3-(2-hydroxy-2-methylpropoxy)-1-phenyl-1H-pyrazol-5-yl)-3-((3S,4R)-4-(4-fluorophenyl)-1-(2-methoxyethyl)pyrrolidin-3-yl)urea